L-aspartic acid ethyl ester hydrochloride Cl.C(C)OC([C@@H](N)CC(=O)O)=O